1-bromo-4-(3-bromopropyloxy)benzene BrC1=CC=C(C=C1)OCCCBr